C1(=C(C=CC=C1)OC[C@H](N)C(=O)O)C |r| O-(2-tolyl)-DL-serine